dicreatine malate C(C(O)CC(=O)O)(=O)O.O=C(O)CN(C)C(N)=N.O=C(O)CN(C)C(N)=N